7-cyclopropyl-6-[(2-methyl-1-aza-2-bora-1H-naphthalen-5-yl)methyl]-4-oxo-1-thia-3a-aza-3-indanecarboxylic acid C1(CC1)C=1C(=CC(N2C(CSC12)C(=O)O)=O)CC1=C2C=CB(NC2=CC=C1)C